Cl.ClC1=CC=C(C(=N1)C(=O)OC)N[C@H](C)C=1C=C(C=C2C(N(C(=NC12)C1CCNCC1)C)=O)C methyl 6-chloro-3-{[(1R)-1-[3,6-dimethyl-4-oxo-2-(piperidin-4-yl)-3,4-dihydroquinazolin-8-yl]ethyl]amino}pyridine-2-carboxylate hydrochloride